N-(5-((6-((R)-3-(3,4-difluorophenyl)isoxazolidine-2-yl)pyrimidine-4-yl)amino)-2-(4-(dimethylamino)piperidine-1-yl)-4-methoxyphenyl)acrylamide FC=1C=C(C=CC1F)[C@@H]1N(OCC1)C1=CC(=NC=N1)NC=1C(=CC(=C(C1)NC(C=C)=O)N1CCC(CC1)N(C)C)OC